CN1N=C(C=C1C(=O)OC)OC(F)(F)F methyl 1-methyl-3-(trifluoromethoxy)-1H-pyrazole-5-carboxylate